(E)-N,N-dimethyl-N-(2-(1-methyl-4-(1-methyl-4-(4-(2-(quinolin-3-yl)vinyl)benzamido)-1H-pyrrole-2-carboxamido)-1H-pyrrole-2-carboxamido)ethyl)pentadecan-1-aminium C[N+](CCCCCCCCCCCCCCC)(CCNC(=O)C=1N(C=C(C1)NC(=O)C=1N(C=C(C1)NC(C1=CC=C(C=C1)\C=C\C=1C=NC2=CC=CC=C2C1)=O)C)C)C